CB(O)N1CCC(CC1)(C)CI 1-((1-methyl)(1-oxidaneyl)boraneyl)-4-(iodomethyl)-4-methylpiperidine